3-(2-chloro-6-methyl-4-pyridinyl)-N-(1-cyano-2-methoxy-1-methyl-ethyl)-2-(3-cyanophenyl)pyrazolo[1,5-a]pyrimidine-5-carboxamide ClC1=NC(=CC(=C1)C=1C(=NN2C1N=C(C=C2)C(=O)NC(COC)(C)C#N)C2=CC(=CC=C2)C#N)C